tert-butyl (3-(4-bromo-2-imino-3-methyl-2,3-dihydro-1H-imidazol-1-yl)propyl)carbamate BrC=1N(C(N(C1)CCCNC(OC(C)(C)C)=O)=N)C